NCC[Si](OCC)(OCC)OCC (2-Aminoethyl)-triethoxysilan